C(C)N1C(C2=C3C(C(=CC=C13)NS(=O)(=O)C1CCCC1)=CC=C2)=O N-(1-ethyl-2-oxo-1,2-dihydrobenzo[cd]indol-6-yl)cyclopentanesulfonamide